C(C=C)OC(=O)C1(CC1)CN1CC[C@@H]2N(CC([C@@H]21)(F)F)C(=O)OC(C)(C)C (cis)-tert-Butyl 4-((1-((allyloxy)carbonyl)cyclopropyl)methyl)-3,3-difluorohexahydropyrrolo[3,2-b]pyrrole-1(2H)-carboxylate